FC(CN1[C@H]([C@@H](CCC1)C1=CC=2C(=NC=CC2NC=2C=CC3=C(N=CS3)C2)S1)C)F N-(2-((2S,3R)-1-(2,2-difluoroethyl)-2-methylpiperidin-3-yl)thieno[2,3-b]pyridin-4-yl)benzo[d]thiazol-5-amine